(3-(4-([3,4'-bipyridin]-5-yl)-1H-pyrazol-1-yl)-4-methylphenyl)-3-(5-(tert-butyl)isoxazol-3-yl)urea N1=CC(=CC(=C1)C=1C=NN(C1)C=1C=C(C=CC1C)NC(=O)NC1=NOC(=C1)C(C)(C)C)C1=CC=NC=C1